(5RS)-3-Oxo-2-(2,4,5-trifluorobenzyl)-2,3,5,6,7,8-hexahydro[1,2,4]triazolo[4,3-a]pyridine-5-carboxylic acid O=C1N(N=C2N1[C@H](CCC2)C(=O)O)CC2=C(C=C(C(=C2)F)F)F |r|